N-(3-(3-cyclopropyl-5-(2-fluoro-4-iodophenylamino)-6,8-dimethyl-2,4,7-trioxa-3,4,6,7-tetrahydropyrido[4,3-d]pyrimidin-1(2H)-yl)phenyl)acetamide C1(CC1)N1ON(C=2C(O1)=C(N(OC2C)C)NC2=C(C=C(C=C2)I)F)C=2C=C(C=CC2)NC(C)=O